8-(azetidin-1-yl)-6-(2,6-difluoro-3,5-dimethoxyphenyl)-2-(methylthio)pyrido[3,4-d]pyrimidine N1(CCC1)C1=NC(=CC2=C1N=C(N=C2)SC)C2=C(C(=CC(=C2F)OC)OC)F